bismuth trispropanoate C(CC)(=O)[O-].C(CC)(=O)[O-].C(CC)(=O)[O-].[Bi+3]